1'-(4-(4-(aminomethyl)-1-oxo-1,2-dihydro-phthalazin-6-yl)-1-methyl-1H-pyrazol-5-yl)-6'-chloro-7'-fluoro-spiro[cyclopropan-1,3'-indolin]-2'-one hydrochloride Cl.NCC1=NNC(C2=CC=C(C=C12)C=1C=NN(C1N1C(C2(C3=CC=C(C(=C13)F)Cl)CC2)=O)C)=O